FC1=CC=C(C=C1)CNCCN1CCCCC1 N-(4-fluorophenylmethyl)-2-(piperidin-1-yl)ethan-1-amine